C(C)N(C(CN1C2=C(C=C1C(=O)N)SC=C2)=O)C=2C=C(C=CC2)C 4-(2-(ethyl(m-tolyl)amino)-2-oxoethyl)-4H-thieno[3,2-b]pyrrol-5-carboxamid